1-Methyl-3-propylimidazolium bis(trifluoromethanesulfonyl)imide [N-](S(=O)(=O)C(F)(F)F)S(=O)(=O)C(F)(F)F.CN1C=[N+](C=C1)CCC